Cl.C1(CC1)C1=CN=C2N1N=C(C=C2N[C@@H](C)C2=CC=CC=C2)SC2CCNCC2 (S)-3-CYCLOPROPYL-N-(1-PHENYLETHYL)-6-(PIPERIDIN-4-YLTHIO)IMIDAZO[1,2-B]PYRIDAZIN-8-AMINE HYDROCHLORIDE